C(C1=CC=CC=C1)N1C([C@H]2[C@@H](C([C@H]([C@H]1CC1=CC=CC=C1)C2=O)=O)C(=O)[O-])=O (1S,4R,5R,7S)-3,4-dibenzyl-2-oxo-6,8-dioxo-3-azabicyclo[3.2.1]octan-7-carboxylate